tert-butyl (2R,3S,4S)-4-[(tert-butoxycarbonyl)oxy]-2-[(4-methoxyphenyl)methyl]-3-{spiro[2.3]hexane-5-carbonyloxy}pyrrolidine-1-carboxylate C(C)(C)(C)OC(=O)O[C@@H]1[C@H]([C@H](N(C1)C(=O)OC(C)(C)C)CC1=CC=C(C=C1)OC)OC(=O)C1CC2(CC2)C1